N1(CCCCC1)C1=NC=CC=C1C=1N=CN(C1)C(=O)NCCCC1(CC1)C(F)(F)F 4-(2-(Piperidin-1-yl)pyridin-3-yl)-N-(3-(1-(trifluoromethyl)cyclopropyl)propyl)-1H-imidazole-1-carboxamide